C(C)N(C=1C=C2CN(C(C2=CC1)=O)C1C(NC(CC1)=O)=O)[C@H]1[C@H](CCC1)NCC 3-(5-(ethyl((1R,2S)-2-(ethylamino)cyclopentyl)amino)-1-oxoisoindolin-2-yl)piperidine-2,6-dione